tert-butyl 1-methyl-4-(thiophen-2-yl)-1H-imidazole-5-carboxylate CN1C=NC(=C1C(=O)OC(C)(C)C)C=1SC=CC1